(±)-1,1'-binaphthalene-2,2'-diol C=1(C(=CC=C2C=CC=CC12)O)C=1C(=CC=C2C=CC=CC12)O